methyl 2-[2-({[3-bromo-1-(3-chloropyridin-2-yl)-1H-pyrazol-5-yl] carbonyl} amino)-5-cyano-3-methylbenzoyl]-2-ethylhydrazinecarboate BrC1=NN(C(=C1)C(=O)NC1=C(C(=O)N(NC(=O)OC)CC)C=C(C=C1C)C#N)C1=NC=CC=C1Cl